2-bromo-1,3,3,3-tetrafluoropropene BrC(=CF)C(F)(F)F